C(C)(C)N1OC([C@H]2[C@H]1[C@H](C[C@@](C2)(C)C2=C(C=CC=C2)OC)C)(C)C |r| rac-(3aR,5R,7S,7aR)-1-isopropyl-5-(2-methoxyphenyl)-3,3,5,7-tetramethyloctahydrobenzo[c]isoxazole